methyl (2S)-2-[(tert-butoxycarbonyl)amino]-3-(2-fluoro-4-hydroxyphenyl)propanoate C(C)(C)(C)OC(=O)N[C@H](C(=O)OC)CC1=C(C=C(C=C1)O)F